FC(C=1N=C(SC1)NC1=CC=C(C=C1)[C@@H](C(=O)O)C)(F)F (S)-2-(4-(4-(trifluoromethyl)thiazol-2-ylamino)phenyl)propanoic acid